N-(5-fluoro-2-methylpyridin-3-yl)methanesulfonamide FC=1C=C(C(=NC1)C)NS(=O)(=O)C